NC1=C(C(=NC(=N1)C1=C(C(=CC=C1)Cl)Cl)CO)N1CC2C(C2C1)N (6-amino-5-(6-amino-3-azabicyclo[3.1.0]hexane-3-yl)-2-(2,3-dichlorophenyl)pyrimidin-4-yl)methanol